FC=1C=C(COC2=C(C=C(C=C2)[N+](=O)[O-])OC)C=CC1 1-((3-fluorobenzyl)oxy)-2-methoxy-4-nitrobenzene